methyl-2-{3-[2-(2-oxa-6-azaspiro[3.3]heptan-6-yl)ethoxy]phenyl}ethan-1-amine CC(CC1=CC(=CC=C1)OCCN1CC2(COC2)C1)N